N-((R)-1-(3-chlorophenyl)-2-hydroxyethyl)-1-(2-(((S)-1-hydroxy-butan-2-yl)amino)-5-methylpyrimidin-4-yl)-1H-pyrrole-3-carboxamide ClC=1C=C(C=CC1)[C@H](CO)NC(=O)C1=CN(C=C1)C1=NC(=NC=C1C)N[C@H](CO)CC